boron chloride selenium barium rubidium [Rb].[Ba].[Se].B(Cl)(Cl)Cl